C(C)OC(C(C[C@]1([C@@H](C=CC1=O)NC1=C(C=CC=C1)Cl)C1=CC=C(C=C1)F)(F)F)=O 3-((1r,2r)-2-((2-chlorophenyl)amino)-1-(4-fluorophenyl)-5-oxocyclopent-3-en-1-yl)-2,2-difluoropropionic acid ethyl ester